methyl 4-(2-(2-aminopyridin-3-yl)-5-fluoro-3H-imidazo[4,5-b]pyridin-3-yl)benzoate NC1=NC=CC=C1C1=NC=2C(=NC(=CC2)F)N1C1=CC=C(C(=O)OC)C=C1